CCCCCCCCCC/C=C\CCCCCCCCCC(=O)OC[C@H](COP(=O)(O)OC[C@H](CO)O)OC(=O)CCCCCCC/C=C\CCCC 1-(11Z-docosenoyl)-2-(9Z-tetradecenoyl)-glycero-3-phospho-(1'-sn-glycerol)